(S)-7-((2-bromo-9-fluoro-8-(2-hydroxyethyl)-1-carbonyl-6,7-dihydro-1H,5H-pyrido[3,2,1-ij]quinolin-3-yl)methyl)-4-ethyl-4-hydroxy-1,7-dihydro-3H-pyrano[3,4-c]pyridine-3,8(4H)-dione BrC1=C(N2C3=C(C(=C(C=C3C1=C=O)F)CCO)CCC2)CN2C(C1=C(C=C2)[C@@](C(OC1)=O)(O)CC)=O